5-(tert-butoxy)-2-chloro-3-[(3,5-difluorophenyl)methoxy]pyridine C(C)(C)(C)OC=1C=C(C(=NC1)Cl)OCC1=CC(=CC(=C1)F)F